FC=1C(NC(N(C1)CC(=O)NC1=C(C=CC=C1OC)O)=O)=O 2-(5-fluoro-2,4-dioxo-3,4-dihydropyrimidin-1(2H)-yl)N-(2-hydroxy-6-methoxyphenyl)acetamide